C(C(C)C)C=1C=C(C=CC1)C=1C=C2CC(C(C2=CC1OC)NC(O[C@@H]1CN2CCC1CC2)=O)(C)C (S)-quinuclidin-3-yl (5-(3-isobutylphenyl)-6-methoxy-2,2-dimethyl-2,3-dihydro-1H-inden-1-yl)carbamate